C(C)N1C=NC(=C1)C1=CC(=NN1)C 5-(1-ethyl-1H-imidazol-4-yl)-3-methyl-1H-pyrazole